C1(=CC(=CC=C1)N1C2=CC=CC=C2C=2C=C(C=CC12)Br)C1=CC=CC=C1 9-([1,1'-biphenyl]-3-yl)-3-bromo-9H-carbazole